NC1=NC(NN1CC)CCN1CC=2C=C(C=NC2C(C1)C=1OC=CC1)C 5-Amino-1-ethyl-8-furan-2-yl-3-[2-(3-methyl-7,8-dihydro-5H-[1,6]naphthyridin-6-yl)-ethyl]-1,3-dihydro-[1,2,4]triazol